[Cl-].[PH4+] phosphonium chloride